5-chloro-7-((3-fluoro-4-(1-methyl-4-(trifluoromethyl)-1H-imidazol-2-yl)benzyl)oxy)-1-(tetrahydro-2H-pyran-2-yl)-1H-pyrazolo[4,3-d]pyrimidine ClC=1N=C(C2=C(N1)C=NN2C2OCCCC2)OCC2=CC(=C(C=C2)C=2N(C=C(N2)C(F)(F)F)C)F